CC1=C(NC=2C1=NC(=CC2)C#N)C2=NC=CC=C2 3-methyl-2-(pyridin-2-yl)-1H-pyrrolo[3,2-b]pyridine-5-carbonitrile